BrC1=C(N(C)C)C=C(C=C1)C=1OC(=NN1)C1CC1 2-bromo-5-(5-cyclopropyl-1,3,4-oxadiazol-2-yl)-N,N-dimethylaniline